C(N)(=N)C=1C=C(SC1)[C@@H](C)NC(=O)[C@H]1N(C[C@@H](C1)OC(F)F)C(CNC(=O)C=1C=CC=2C(C3=CC=CC=C3C2C1)(F)F)=O (2S,4R)-N-((R)-1-(4-carbamimidoylthiophen-2-yl)ethyl)-1-((9,9-difluoro-9H-fluorene-3-carbonyl)glycyl)-4-(difluoromethoxy)pyrrolidine-2-carboxamide